FC(C=1C=C(C=C(C1)C(F)(F)F)C1=CC=2C3=C(C=NC2C=C1)N=C(N3C3=CC=C(C=C3)F)C)(F)F 8-(3,5-bis(trifluoromethyl)phenyl)-1-(4-fluorophenyl)-2-methyl-1H-imidazo[4,5-c]quinoline